octahydro-1H-isoindol-4-amine C1NCC2C(CCCC12)N